C(O)N(CO)CO trimethylolamine